C(C1=CC=CC=C1)(=O)OCC(CC(COS(=O)(=O)ON1[C@@H]2CC[C@H](N(C1=O)C2)C(N)=O)(C)C)(C)C 5-(((((1R,2S,5R)-2-carbamoyl-7-oxo-1,6-diazabicyclo[3.2.1]octan-6-yl)oxy)sulfonyl)oxy)-2,2,4,4-tetramethylpentyl benzoate